C1=CC=CC=2C=3C=CC=C4C=C5C(=C(C12)C43)C=CC=C5 benzo[a]fluoranthene